C(#N)C1CN(C1)S(=O)(=O)N1[C@@H]2[C@H](C[C@H](C1)C2)C(=O)N2[C@H](CCC2)C(=O)NCC2=C(C=C(C=C2)C(F)(F)F)F 1-(((1S,4S,6S)-2-((3-cyano-1-azetidinyl)sulfonyl)-2-azabicyclo[2.2.1]hept-6-yl)carbonyl)-N-(2-fluoro-4-(trifluoromethyl)benzyl)-D-prolinamide